FC(COC=1C(=NC=CC1)C1=NC(=NO1)[C@@H]1CC12CCN(CC2)S(=O)(=O)N)(F)F (1R)-1-{5-[3-(2,2,2-Trifluoroethoxy)pyridin-2-yl]-1,2,4-oxadiazol-3-yl}-6-azaspiro[2.5]octan-6-sulfonamid